C(CCCCCCCCCCC)N1CC(OC(C1)C)C 4-dodecyl-2,6-dimethylmorpholine